C(C)[C@H]1[C@H](NC(C1)=O)COC1=NC=C(C2=CC(=C(C=C12)OC(C)C)C(=O)N)NS(=O)(=O)C=1C=NC=CC1 1-{[(2s,3r)-3-ethyl-5-oxopyrrolidin-2-yl]methoxy}-7-(prop-2-yloxy)-4-[(pyridin-3-ylsulfonyl)amino]isoquinoline-6-carboxamide